FC(OC1=NN(C(=C1)C(F)F)C1=NC(=CC=C1C(C)O)N1C=NC2=C1C=C(C=C2)NC=2N=NC(=CC2)C)F 1-[2-[3-(difluoromethoxy)-5-(difluoromethyl)pyrazol-1-yl]-6-[6-[(6-methylpyridazin-3-yl)amino]benzimidazol-1-yl]-3-pyridyl]ethanol